5-(3-(5-fluoro-1-methyl-1H-pyrrolo[2,3-b]pyridin-3-yl)pyrrolidin-1-yl)-2-morpholinooxazolo[4,5-b]pyridine FC=1C=C2C(=NC1)N(C=C2C2CN(CC2)C2=CC=C1C(=N2)N=C(O1)N1CCOCC1)C